ClC=1C=CC(=C(C1)CC(=O)NC1=CC(=NC=C1)C(=O)NC(CCNC(OC(C)(C)C)=O)(C)C)O tert-Butyl N-[3-[[4-[[2-(5-chloro-2-hydroxy-phenyl)acetyl]amino]pyridine-2-carbonyl]amino]-3-methyl-butyl]carbamate